ClC1=CC=C2C=NN(C2=C1N)C 6-chloro-1-methyl-indazol-7-amine